α,α-dimethylbenzenemethanol CC(O)(C1=CC=CC=C1)C